8-(1-(t-Butoxycarbonyl)azetidin-3-yl)-2-(4-phenoxyphenyl)-5,6,7,8-Tetrahydroimidazo[1,2-b]Pyridazine-3-carboxylic acid methyl ester COC(=O)C1=C(N=C2N1NCCC2C2CN(C2)C(=O)OC(C)(C)C)C2=CC=C(C=C2)OC2=CC=CC=C2